1,3-dibromo-3-methylbutane BrCCC(C)(C)Br